2-(2-(4-(difluoromethoxy)phenoxy)acetyl)-8-(3-(trifluoromethyl)phenyl)-1,3,4,12a-tetrahydrobenzo[e]pyrazino[1,2-a][1,4]diazepine-6,12(2H,11H)-dione FC(OC1=CC=C(OCC(=O)N2CC3N(C(C4=C(NC3=O)C=CC(=C4)C4=CC(=CC=C4)C(F)(F)F)=O)CC2)C=C1)F